3-((5-(aminomethyl)-1-(4,4,4-trifluorobutyl)-1H-benzo[d]imidazol-2-yl)methyl)-1-(oxetan-3-yl)-1,3-dihydro-2H-imidazo[4,5-c]pyridin-2-one NCC1=CC2=C(N(C(=N2)CN2C(N(C3=C2C=NC=C3)C3COC3)=O)CCCC(F)(F)F)C=C1